tert-butyl (1S,2S,SR)-2-(1-hydroxybutyl)-3,8-diazabicyclo[3.2.1]octane-8-carboxylate OC(CCC)[C@@H]1[C@@H]2CC[C@@H](CN1)N2C(=O)OC(C)(C)C |&1:9|